C(C)(C)(C)C1=NN=C(O1)C1=C(C=C(C=C1)C(=O)N1CCN(CC1)C=1OC=2C(=NC(=CC2)Cl)N1)Cl [4-(5-tert-butyl-1,3,4-oxadiazol-2-yl)-3-chloro-phenyl]-[4-(5-chlorooxazolo[4,5-b]pyridin-2-yl)piperazin-1-yl]methanone